C(#N)C1=C(OC2CCC(CC2)(C(=O)O)C)C=C(C(=C1)OC)C(N[C@@H]1[C@H]2CC[C@@H]([C@@H]1C(NCC(C)(C)C)=O)C2)=O (1S,4s)-4-(2-cyano-4-methoxy-5-(((1S,2R,3S,4R)-3-(neopentylcarbamoyl)bicyclo[2.2.1]heptan-2-yl)carbamoyl)phenoxy)-1-methylcyclohexane-1-carboxylic acid